tert-butyl (2S,4S)-4-[3-(4-bromo-3-methyl-phenoxy)propyl]-2-methyl-piperidine-1-carboxylate BrC1=C(C=C(OCCC[C@@H]2C[C@@H](N(CC2)C(=O)OC(C)(C)C)C)C=C1)C